[4-(5-tert-butyl-1,2,4-oxadiazol-3-yl)phenyl]-[4-(5-cyclopropyloxazolo[4,5-b]pyridin-2-yl)piperazin-1-yl]methanone C(C)(C)(C)C1=NC(=NO1)C1=CC=C(C=C1)C(=O)N1CCN(CC1)C=1OC=2C(=NC(=CC2)C2CC2)N1